C1(CC1)[C@@H]1N[C@@H](C[C@]2(C1)OCCC1=C2SC(=C1)C(F)(F)F)C=1N=NN(C1)C (2'R,6'S,7S)-2'-cyclopropyl-6'-(1-methyltriazol-4-yl)-2-(trifluoromethyl)spiro[4,5-dihydrothieno[2,3-c]pyran-7,4'-piperidine]